5-(4-bromophenoxy)-1,4-dimethyl-1H-pyrazole BrC1=CC=C(OC2=C(C=NN2C)C)C=C1